(E)-4-(7-(2,2-difluoro-2-(pyridin-2-yl)ethyl)-4-(2-(3-methylbenzylidene)hydrazinyl)-7H-pyrrolo[2,3-d]pyrimidin-2-yl)morpholine FC(CN1C=CC2=C1N=C(N=C2N/N=C/C2=CC(=CC=C2)C)N2CCOCC2)(C2=NC=CC=C2)F